(2R)-N-{4-[4-(2,2-Difluoroethoxy)-7-(pyridin-2-yl)-5H-pyrrolo[3,2-d]pyrimidin-6-yl]pyridin-2-yl}-4,4-difluoro-2-(4-fluorophenyl)butanamid FC(COC=1C2=C(N=CN1)C(=C(N2)C2=CC(=NC=C2)NC([C@H](CC(F)F)C2=CC=C(C=C2)F)=O)C2=NC=CC=C2)F